FC1=CC=C(C=C1)C1=CN(C2=CC=CC=C12)C(C)C 3-(4-Fluorophenyl)-1-isopropyl-1H-indole